2,N-dicyclohexyl-2-[2-(6-diethylamino-pyridin-3-yl)-benzimidazol-1-yl]-acetamide C1(CCCCC1)C(C(=O)NC1CCCCC1)N1C(=NC2=C1C=CC=C2)C=2C=NC(=CC2)N(CC)CC